tert-Butyl 4-[4-[3-cyano-4-[(5-fluoro-2-pyridyl)-[1-(trifluoromethyl) cyclopropyl] methoxy]pyrazolo[1,5-a]pyridin-6-yl]-5-methyl-triazol-1-yl]piperidine-1-carboxylate C(#N)C=1C=NN2C1C(=CC(=C2)C=2N=NN(C2C)C2CCN(CC2)C(=O)OC(C)(C)C)OC(C2(CC2)C(F)(F)F)C2=NC=C(C=C2)F